O=C1NC(CCC1NC1=CC=C(C=C1)N1CCC(CC1)CN1CCN(CC1)C(=O)OC(C)(C)C)=O tert-butyl 4-((1-(4-((2,6-dioxopiperidin-3-yl)amino)phenyl)piperidin-4-yl)methyl)piperazine-1-carboxylate